N1=C(C=CC=C1)OCCN 2-(pyridin-2-yloxy)ethan-1-amine